ClC=1C=C(C(=O)N2CC(\C(\CC2)=C\C#CC=2C=C(C#N)C=CC2)(C)C)C=CC1 3-{(3E)-3-[1-(3-chlorobenzoyl)-3,3-dimethylpiperidin-4-ylidene]prop-1-yn-1-yl}benzonitrile